3-(methoxysilyl)-propyldimethyloctadecylammonium chloride [Cl-].CO[SiH2]CCC[N+](CCCCCCCCCCCCCCCCCC)(C)C